N-[6-(5-chloro-2-fluorophenyl)-3-(2-methoxyethoxy)pyridazin-4-yl]-7-[2-(4-methylpiperazin-1-yl)ethoxy]quinolin-4-amine ClC=1C=CC(=C(C1)C1=CC(=C(N=N1)OCCOC)NC1=CC=NC2=CC(=CC=C12)OCCN1CCN(CC1)C)F